2-(2,6-dioxopiperidin-3-yl)-5,6-difluoroisoindoline-1,3-dion O=C1NC(CCC1N1C(C2=CC(=C(C=C2C1=O)F)F)=O)=O